[Cu+2].CC=1N(C(=CC1)C=1SC=C(C1)C)CC(C(=O)[O-])(C1=CC=CC=C1)OCC.CC=1N(C(=CC1)C=1SC=C(C1)C)CC(C(=O)[O-])(OCC)C1=CC=CC=C1 2-methyl-5-(4-methylthiophenyl)-pyrrol-1-yl-EthoxyPhenyl-Propionic Acid Copper Salt